CC1=C(C=CC=C1C)N1CCN(CC1)C(CN1N=C(C2=C1CCC2)C(=O)N2CCC1(CNC(CO1)=O)CC2)=O 9-(1-{2-[4-(2,3-dimethylphenyl)piperazin-1-yl]-2-oxoethyl}-1,4,5,6-tetrahydrocyclopenta[c]pyrazole-3-carbonyl)-1-oxa-4,9-diazaspiro[5.5]undecan-3-one